9-(4-chloro-2-fluoro-phenyl)-7-[(2R,4S)-2-[6-keto-1-(oxetan-3-ylmethyl)-3-pyridyl]tetrahydropyran-4-yl]-2,3-dimethyl-pyrazino[1,2-a]pyrimidin-4-one ClC1=CC(=C(C=C1)C1=NC(=CN2C1=NC(=C(C2=O)C)C)[C@@H]2C[C@@H](OCC2)C2=CN(C(C=C2)=O)CC2COC2)F